P(=O)(O)(O)OC[C@@H]1[C@H](C[C@@H](O1)N1C=NC=2C(N)=NC(=NC12)N)O 2-amino-2'-deoxyadenosine 5'-monophosphate